C(CCCCCCCCC)(=O)OCCCCCCCCOC1=CC(=C(C=C1)OCCCCCCCCOC(CCCCCCCCC)=O)COC(=O)C1CCN(CC1)C(C)C ((2-(((1-isopropylpiperidine-4-carbonyl)oxy)methyl)-1,4-phenylene)bis(oxy))bis(octane-8,1-diyl) bis(decanoate)